tert-butyl N-[(1S,4S)-2-[[3-(4-cyano-3-fluoro-phenyl)-2-isothiazol-5-yl-phenyl]methyl]-2-azabicyclo[2.2.1]heptan-4-yl]carbamate C(#N)C1=C(C=C(C=C1)C=1C(=C(C=CC1)CN1[C@H]2CC[C@@](C1)(C2)NC(OC(C)(C)C)=O)C2=CC=NS2)F